4-(4-ethylpiperazin-1-yl)-aniline C(C)N1CCN(CC1)C1=CC=C(N)C=C1